C(C1=CC=CC=C1)OC(C=O)C(C(CC[N+](=O)[O-])OCC1=CC=CC=C1)OCC1=CC=CC=C1 2,3,4-tris(benzyloxy)-6-nitrohexanal